(1R,3S)-3-[1-tert-butyl-5-({[3-(methoxymethyl)-1-methyl-1H-pyrazol-5-yl]carbonyl}amino)-1H-pyrazol-3-yl]cyclopentyl (1-methylcyclopropyl)carbamate CC1(CC1)NC(O[C@H]1C[C@H](CC1)C1=NN(C(=C1)NC(=O)C1=CC(=NN1C)COC)C(C)(C)C)=O